perfluoro-3,6,9,12,15-pentaoxanonadecane-1-ol FC(C(OC(C(OC(C(OC(C(OC(C(OC(C(C(C(F)(F)F)(F)F)(F)F)(F)F)(F)F)(F)F)(F)F)(F)F)(F)F)(F)F)(F)F)(F)F)(F)F)(O)F